COC=1C=C(C=NC1)C1=CC=C(C=C1)CO (4-(5-methoxypyridin-3-yl)phenyl)methanol